3-aminobicyclo[2.2.2]octane-2-carboxamide NC1C(C2CCC1CC2)C(=O)N